C1(=CC=C(C2=CC(=C(C=C12)C(=O)O)C(=O)O)C(=O)O)C(=O)O 1,4,6,7-naphthalenetetracarboxylic acid